4-cyclopropyl-3-(2-fluoroethoxy)-N-[(5-methyl-1,2,4-Oxadiazol-3-yl)(3-methyloxetan-3-yl)methyl]Benzamide C1(CC1)C1=C(C=C(C(=O)NC(C2(COC2)C)C2=NOC(=N2)C)C=C1)OCCF